(3-fluoro-4-((1-isopropyl-2-keto-2,3-dihydro-1H-imidazo[4,5-b]pyridin-7-yl)oxy)phenyl)-1-(tetrahydro-2H-pyran-3-yl)-5-(trifluoromethyl)-1H-pyrazole-4-carboxamide FC=1C=C(C=CC1OC1=C2C(=NC=C1)NC(N2C(C)C)=O)C2=NN(C(=C2C(=O)N)C(F)(F)F)C2COCCC2